C(C1=CC=CC=C1)C=1NC=NN1 5-benzyl-4H-1,2,4-triazole